C(C)OC(CC1(CNC(C1)=O)C1=CC(=CC=C1)Br)=O (3-(3-bromophenyl)-5-oxopyrrolidin-3-yl)acetic acid ethyl ester